CC(CCC)NCC(=O)O N-(S)-(1-methyl-butyl)glycine